C(#N)C1=CC(=C(COC2=CC=CC(=N2)[C@@]2(CN(CC2)CC2=NC3=C(N2C[C@H]2OCC2)C=C(C=C3)C(=O)OC)C)C=C1)F methyl 2-(((S)-3-(6-((4-cyano-2-fluorobenzyl)oxy)pyridin-2-yl)-3-methylpyrrolidin-1-yl)methyl)-1-((S)-oxetan-2-ylmethyl)-1H-benzo[d]imidazole-6-carboxylate